2-(t-butyl)pyridine C(C)(C)(C)C1=NC=CC=C1